C(N)(OC1CC(N(CC1)S(=O)(=O)CCCCCCNC1=C2C(N(C(C2=CC=C1)=O)C1C(NC(CC1)=O)=O)=O)C(C)(C)C)=O (tert-butyl 1-((6-((2-(2,6-dioxopiperidin-3-yl)-1,3-dioxoisoindolin-4-yl) amino) hexyl) sulfonyl) piperidin-4-yl) carbamate